tert-butyl (2S)-2-[({4-[3-(3-chloro-2-ethylanilino)-4-oxo-4,5,6,7-tetrahydro-1H-pyrrolo[3,2-c]pyridin-2-yl]pyridin-3-yl}oxy)methyl]morpholine-4-carboxylate ClC=1C(=C(NC2=C(NC3=C2C(NCC3)=O)C3=C(C=NC=C3)OC[C@@H]3CN(CCO3)C(=O)OC(C)(C)C)C=CC1)CC